(R)-2-(3-(1-(1-methyl-1H-imidazol-2-yl)propan-2-yl)phenyl)-4-(trifluoromethyl)isoindolin-1-one CN1C(=NC=C1)C[C@@H](C)C=1C=C(C=CC1)N1C(C2=CC=CC(=C2C1)C(F)(F)F)=O